2-(3-fluoro-5-(trifluoromethyl)phenyl)-5-nitro-1H-benz[d]imidazole FC=1C=C(C=C(C1)C(F)(F)F)C1=NC2=C(N1)C=CC(=C2)[N+](=O)[O-]